O1CCCC(C1)NC([O-])=O Oxan-5-ylcarbamate